Secondary Dodecanol C(C)(CCCCCCCCCC)O